1-methyl-4-[1-methyl-4-(1,3,5-trimethyl-1H-pyrazol-4-yl)-1H-imidazol-2-yl]-1H-pyrazolo[4,3-c]pyridine-6-carboxamide CN1N=CC=2C(=NC(=CC21)C(=O)N)C=2N(C=C(N2)C=2C(=NN(C2C)C)C)C